6-Hydroxy-2,3-dihydro-1H-xanthen-4-carbaldehyde OC=1C=C2OC3=C(CCCC3=CC2=CC1)C=O